3-(1-(2-Fluorophenyl)piperidin-2-yl)-1-phenyl-1H-pyrrole-2,5-dione FC1=C(C=CC=C1)N1C(CCCC1)C=1C(N(C(C1)=O)C1=CC=CC=C1)=O